ClC=1C=CC(=NC1)C1=CC=NC=2N1N=C(C2C2=NN1C(C=CC(=C1)C(F)(F)F)=N2)S(=O)(=O)CC 2-(7-(5-chloropyridin-2-yl)-2-(ethylsulfonyl)pyrazolo[1,5-a]pyrimidin-3-yl)-6-(trifluoromethyl)-[1,2,4]triazolo[1,5-a]pyridine